CC(C(CCC)=O)(C)C trimethyl-2-pentanone